(3aS,5aS,8R,9R,10aS)-9-(tert-butyl)-9-hydroxy-6-(2-methoxyphenyl)-2,4,7-trioxodecahydrofuro[3'',2'':2',3']cyclopenta[1',2':3,4]furo[2,3-b]pyrrol-8-yl benzoate C(C1=CC=CC=C1)(=O)O[C@@H]1C23[C@@H](N(C1=O)C1=C(C=CC=C1)OC)OC([C@]21[C@H](C[C@@]3(O)C(C)(C)C)OC(C1)=O)=O